C(C1=CC=CC=C1)OC=1C=C(COC2=CC(=CC3=C2C=C(O3)C=3N=C2N(C=C(C=C2)C)C3)OC)C=CC1 2-(4-((3-(benzyloxy)benzyl)oxy)-6-methoxybenzofuran-2-yl)-6-methylimidazo[1,2-a]pyridine